TBDMS succinate C(CCC(=O)[O-])(=O)O[Si](C)(C)C(C)(C)C